carbonylbis(1,2-benzenedicarboxylic acid) C(=O)(C1=C(C(=CC=C1)C(=O)O)C(=O)O)C1=C(C(=CC=C1)C(=O)O)C(=O)O